C(C1=CC=CC=C1)OC1=CC=CC2=C1C(=C(S2)C)C(=O)NCC2(CCCC2)N(C)C (benzyloxy)-N-{[1-(dimethylamino)cyclopentyl]methyl}-2-methyl-1-benzothiophene-3-carboxamide